C(C)C(C(=O)NC1=C(C=C2C(C(N(C2=C1)CCCCCCCC)C)(C)C)[C+]1[C+](C(=C1O)C=1C=C2C(C(N(C2=CC1NC(C(CCCC)CC)=O)CCCCCCCC)C)(C)C)O)CCCC 1,3-bis[6-[(2-ethyl-1-oxohexyl)amino]-2,3-dihydro-2,3,3-trimethyl-1-octyl-1H-indole-5-yl]-2,4-dihydroxy-cyclobutenediylium